C1(CCCC1)NC(=O)OC=1C=C(C=CC1)C=1C=NC=C(C(=O)OCC)C1 ethyl 5-(3-((cyclopentylcarbamoyl)oxy)phenyl)nicotinate